C(C)NC1=C(C=CC=C1)NCCNCC1=CC(=CC=C1)Cl N-(2-ethylaminophenyl)-N'-(3-chlorobenzyl)-1,2-ethylenediamine